C(C)N(CCC(=C)C1=CC=C(C=C1)C)CC 1-diethylamino-3-p-tolylbut-3-ene